C(C)OC1OCC(CO1)(CO)CO 2-ethoxy-1,3-dioxane-5,5-dimethanol